C(CCCCC(C)C)NC1=CC=C(C=C1)NCCCCCC(C)C N,N'-diisooctyl-p-phenylenediamine